(S)-3-(1-aminoethyl)-6-chloro-7-(cyclopropylmethoxy)quinolin N[C@@H](C)C=1C=NC2=CC(=C(C=C2C1)Cl)OCC1CC1